tert-butyl (3-(4-(2-(4-hydroxylphenyl)propan-2-yl)phenoxy)cyclobutyl)carbamate OC1=CC=C(C=C1)C(C)(C)C1=CC=C(OC2CC(C2)NC(OC(C)(C)C)=O)C=C1